N1(CCC1)CCC=1C(=CC(N(C1)C(C(=O)OCC)CC(C)C)=O)C(F)(F)F ethyl 2-(5-(2-(azetidin-1-yl) ethyl)-2-oxo-4-(trifluoromethyl) pyridin-1(2H)-yl)-4-methylpentanoate